C1(=CC=CC=C1)C1=CC=CC=2NC3=CC=CC(=C3C12)C1=CC=CC=C1 4,5-diphenylcarbazol